OCCOP([O-])(=O)CP([O-])([O-])=O.[Na+].[Na+].[Na+] sodium hydroxyethyl-methylene-diphosphonate